6-(1-((3,6-dimethyl-2,3-dihydrobenzofuran-5-yl)sulfonyl)-1,2,3,6-tetrahydropyridin-4-yl)-7-methyl-[1,2,4]triazolo[1,5-a]pyridine CC1COC2=C1C=C(C(=C2)C)S(=O)(=O)N2CCC(=CC2)C=2C(=CC=1N(C2)N=CN1)C